1,4-dioxaspiro-[4.5]decan-8-ol O1CCOC12CCC(CC2)O